BrC(C(=O)NC=1C=C(C(=CC1O)F)C1=C(C(=CC(=C1F)F)F)F)(F)F 2-bromo-2,2-difluoro-N-[2',3',5',6,6'-pentafluoro-4-hydroxy-[1,1'-biphenyl]-3-yl]acetamide